1-methyl-4-(5-((2R,5S)-5-methylpiperidin-2-yl)benzo[d]thiazol-2-yl)piperidin-2-one CN1C(CC(CC1)C=1SC2=C(N1)C=C(C=C2)[C@@H]2NC[C@H](CC2)C)=O